N-(4-(2-(3-Fluoro-4-methylphenyl)propyl)-6-(((R)-1-hydroxy-4-methylpentan-2-yl)amino)-1,3,5-triazin-2-yl)methanesulfonamide FC=1C=C(C=CC1C)C(CC1=NC(=NC(=N1)N[C@@H](CO)CC(C)C)NS(=O)(=O)C)C